NC1=NC=CC(=C1Cl)OC1=C(C=C(C=C1)NC(=O)C=1N=C(N(C1)C1=CC=CC=C1C)C)F N-(4-((2-amino-3-chloropyridin-4-yl)oxy)-3-fluorophenyl)-2,6-dimethyl-1-phenyl-1H-imidazole-4-carboxamide